methyl 1-methyl-4-[[2-(2-oxoethylsulfanyl)phenyl]methyl]pyrazole-3-carboxylate CN1N=C(C(=C1)CC1=C(C=CC=C1)SCC=O)C(=O)OC